FC1(N(CCC=C1C1=NSN=C1OCCCCCC)C(F)(F)F)F 3-(2,2-difluoro-1-(trifluoromethyl)-1,2,5,6-tetrahydropyridin-3-yl)-4-(hexyloxy)-1,2,5-thiadiazole